C1(CC1)NC1=CC(=NC=2N1N=CC2)NC2=CC(=C(C=C2)C=2CNCC2)C[S@](=O)C |r| (±)-7-(Cyclopropylamino)-5-((4-(2,5-dihydro-1H-pyrrol-3-yl)-3-((Methylsulfinyl)methyl)phenyl)amino)pyrazolo[1,5-a]pyrimidin